C1(=CC=CC=C1)/C=C/C(=O)NCCC (E)-3-phenyl-N-propyl-acrylamide